BrC1=C2C(=CN=C1)N(CC2)C(=O)C2CN(C2)C(=O)OC(C)(C)C tert-Butyl 3-(4-bromo-2,3-dihydro-1H-pyrrolo[2,3-c]pyridine-1-carbonyl)azetidine-1-carboxylate